C12(CC3CC(CC(C1)C3)C2)NC(=O)C2=NN(C(=C2C)C2=CC=C(C=C2)Cl)C2=C(C=C(C=C2)Cl)Cl N-((3s,5s,7s)-adamantan-1-yl)-5-(4-chlorophenyl)-1-(2,4-dichlorophenyl)-4-methyl-1H-pyrazole-3-carboxamide